C(C)(C)(C)[Si](C)(C)OCC1OC2(CC(C3(OCCO3)CC2)(C)C)C2=CC=CC=C12 tert-butyl-((2',2'-dimethyl-3H-dispiro[isobenzofuran-1,4'-cyclohexane-1',2''-[1,3]dioxolan]-3-yl)methoxy)dimethylsilane